FC1=CC=C(C=CCO)C=C1 p-fluorocinnamyl alcohol